(5R/S)-2-(3-(5-chloropyrimidin-2-yl)pyrrolidin-1-yl)-4-((1-(hydroxymethyl)cyclobutyl)amino)-6,7-dihydrothieno[3,2-d]pyrimidine 5-oxide ClC=1C=NC(=NC1)C1CN(CC1)C=1N=C(C2=C(N1)CC[S@]2=O)NC2(CCC2)CO |r|